5-{2-acetamidoimidazo[1,2-b]pyridazin-6-yl}-2-methoxy-6-methyl-N-{[2-(trifluoromethoxy)phenyl](deutero)-methyl}pyridine-3-carboxamide C(C)(=O)NC=1N=C2N(N=C(C=C2)C=2C=C(C(=NC2C)OC)C(=O)NC([2H])C2=C(C=CC=C2)OC(F)(F)F)C1